C1OCC12CN(C2)C2CCC(CC2)NC=2C=1C=CN(C1C=CC2)CC(F)(F)F N-[(1S,4S)-4-{2-oxa-6-azaspiro[3.3]heptan-6-yl}cyclohexyl]-1-(2,2,2-trifluoroethyl)-1H-indol-4-amine